(R)-3-amino-1-(2-((6-amino-9H-purin-9-yl)methyl)-4-fluoro-3-(trifluoromethyl)phenyl)-N-((1R,3R)-3-(methylthio)cyclobutyl)pyrrolidine-3-carboxamide N[C@]1(CN(CC1)C1=C(C(=C(C=C1)F)C(F)(F)F)CN1C2=NC=NC(=C2N=C1)N)C(=O)NC1CC(C1)SC